1-(4-(4-((5-chloro-4-(1-methyl-1H-pyrazol-4-yl)pyrimidin-2-yl)amino)-3-methoxybenzoyl)piperazin-1-yl)ethan-1-one ClC=1C(=NC(=NC1)NC1=C(C=C(C(=O)N2CCN(CC2)C(C)=O)C=C1)OC)C=1C=NN(C1)C